BrC1=CC=C(C(=N1)[N+](=O)[O-])O 6-Bromo-2-nitropyridine-3-ol